3-(methoxymethyl)benzoic acid COCC=1C=C(C(=O)O)C=CC1